S1C(=NC2=C1C=CC=C2)NN2NC1=C(C(=C2)C2CC2)CCN1C=1SC=C(N1)C(=O)O 2-{2-[(1,3-benzothiazol-2-yl)amino]-4-cyclopropyl-5H,6H,7H-pyrrolo[2,3-c]pyridazin-7-yl}-1,3-thiazole-4-carboxylic acid